4,7-diazaphthalide C1(=O)OCC2=NC=CN=C12